(R)-1-(2-(4-(8-bromo-2-(trifluoromethyl)-1H-imidazo[4,5-c]quinolin-1-yl)butoxy)-5-fluorophenyl)ethylamine BrC1=CC=2C3=C(C=NC2C=C1)N=C(N3CCCCOC3=C(C=C(C=C3)F)[C@@H](C)N)C(F)(F)F